NC=1N=NC(=CC1OCCC1=CC=C(CNC(CCCCOC=2C=C3C(N(C(C3=CC2)=O)C2C(NC(CC2)=O)=O)=O)=O)C=C1)C1=C(C=CC=C1)O N-(4-(2-((3-amino-6-(2-hydroxyphenyl)pyridazin-4-yl)oxy)ethyl)benzyl)-5-((2-(2,6-dioxopiperidin-3-yl)-1,3-dioxoisoindolin-5-yl)oxy)pentanamide